O=C1C=2N(C=CN1)N=CC2C2=CC=C(C(=O)N)C=C2 4-(4-oxo-4,5-dihydropyrazolo[1,5-a]pyrazin-3-yl)benzamide